(4-methoxyphenyl)(5-(4-methoxyphenyl)oxazol-2-yl)methanone COC1=CC=C(C=C1)C(=O)C=1OC(=CN1)C1=CC=C(C=C1)OC